FC(S(=O)(=O)OC1=C(C=CC(=C1)C1=C(C=CC=C1F)N[C@H](C)C=1C=C(C=C2C(C(=C(OC12)N1CCC(CC1)(C)C)C)=O)C)C=O)(F)F [5-[2-[[(1R)-1-[2-(4,4-dimethyl-1-piperidyl)-3,6-dimethyl-4-oxo-chromen-8-yl]ethyl]amino]-6-fluoro-phenyl]-2-formyl-phenyl] trifluoromethanesulfonate